[Br-].C[N+]1(C(CCCC1)CCN1C2=CC=CC=C2SC=2C=CC(=CC12)SC)CCCCC 1-methyl-2-(2-(2-(methylthio)-10H-phenothiazin-10-yl)ethyl)-1-pentylpiperidin-1-ium bromide